C1(CC1)C1=NN(C=C1C=1N=CC=C2C=CC=NC12)[C@@H]1C[C@H](C1)/C=C/C#N (E)-3-(trans-3-(3-cyclopropyl-4-(1,7-naphthyridin-8-yl)-1H-pyrazol-1-yl)cyclobutyl)acrylonitrile